FC1=CC=2N(C=C1N(C(=O)N1CCC=3C1=NC=CC3N3CC(N(CC3)C(=O)OC(C)(C)C)(C)C)C)C=C(N2)C tert-butyl 4-(1-((7-fluoro-2-methylimidazo[1,2-a]pyridin-6-yl)(methyl)carbamoyl)-2,3-dihydro-1H-pyrrolo[2,3-b]pyridin-4-yl)-2,2-dimethylpiperazine-1-carboxylate